1-((3-chloro-4-(6-(4-(phenylamino)piperidin-1-yl)pyridin-3-yl)pyrazolo[1,5-a]pyridin-6-yl)oxy)-2-methylpropan-2-ol ClC=1C=NN2C1C(=CC(=C2)OCC(C)(O)C)C=2C=NC(=CC2)N2CCC(CC2)NC2=CC=CC=C2